C1(=CC=CC2=CC=CC=C12)[SiH2]OCCCOCCOC naphthyl-methoxyethoxypropoxysilane